C1(CCC1)OC1=CC=C(C=C1)C1(CC1)C#N (4-Cyclobutoxyphenyl)cyclopropane-1-carbonitrile